COC1=C(CN)C=CC(=C1)OCC(COCCCCCCCCCCCCCCCCCC)(COCCCCCCCCCCCCCCCCCC)COCCCCCCCCCCCCCCCCCC 2-methoxy-4-[2',2',2'-tris(octadecyloxymethyl)ethoxy]benzylamine